FC(S(=O)(=O)[O-])(F)F.O[C@@H]1[C@@H](O[C@@H]([C@@H]1O)CO)[N+]1=CC(=CC=C1)C(=O)OCCC 1-((2R,3S,4R,5R)-3,4-dihydroxy-5-(hydroxymethyl)tetrahydrofuran-2-yl)-3-(propoxycarbonyl)pyridin-1-ium trifluoromethanesulfonate